FC1(CC(C1)(C)CN1N=C(C(=C1C(=O)NC1=CC(=[N+](C=C1)[O-])S(=O)(=N)C)C(F)(F)F)C1C(C1)C)F 4-(1-((3,3-difluoro-1-methylcyclobutyl)methyl)-3-(2-methylcyclopropyl)-4-(trifluoromethyl)-1H-pyrazole-5-carboxamido)-2-(S-methylsulfonimidoyl)pyridine 1-oxide